3-(2-chloro-4'-morpholino-[1,1'-biphenyl]-3-yl)piperidine-2,6-dione ethyl-4-hydroxy-2-oxobicyclo[2.2.2]octane-1-carboxylate C(C)OC(=O)C12C(CC(CC1)(CC2)O)=O.ClC2=C(C=CC=C2C2C(NC(CC2)=O)=O)C2=CC=C(C=C2)N2CCOCC2